N-((2-(6-fluoropyridin-2-yl)-1,6-naphthyridin-7-yl)methyl)-4-methyl-3-(S-methylsulfonimidoyl)benzamide FC1=CC=CC(=N1)C1=NC2=CC(=NC=C2C=C1)CNC(C1=CC(=C(C=C1)C)S(=O)(=N)C)=O